CN1N=C(C=C1)C1=C(C=CC=C1)C1CC(C(O1)=O)=C 5-(2-(1-methyl-1H-pyrazol-3-yl)phenyl)-3-methylenedihydrofuran-2(3H)-one